4-cyclopropoxy-N-[4-({7-[2-(ethylamino)ethoxy]-6-methoxyquinolin-4-yl}oxy)-3,5-difluorophenyl]pyridine-3-carboxamide C1(CC1)OC1=C(C=NC=C1)C(=O)NC1=CC(=C(C(=C1)F)OC1=CC=NC2=CC(=C(C=C12)OC)OCCNCC)F